[N+](=O)(O)[O-].N1CC(CCC1)=O Piperidin-3-one nitrate salt